OC1(CN(C1)C(=O)OCCOC1=CC2=C(OC[C@@H](C(N2C)=O)NC(=O)OC(C)(C)C)C=C1)C (S)-2-((3-((tert-butoxycarbonyl)amino)-5-methyl-4-oxo-2,3,4,5-tetrahydrobenzo[b][1,4]oxazepin-7-yl)oxy)ethyl 3-hydroxy-3-methylazetidine-1-carboxylate